3-((5-nitropyridin-2-yl)disulfanyl)propan-1-ol [N+](=O)([O-])C=1C=CC(=NC1)SSCCCO